N1C(N=CC2=CC=CC=C12)=O (1H)-quinazolinone